(E)-N'-cyano-2-((R)-1,2-dimethylpyrrolidin-2-yl)-N-((1,2,3,7-tetrahydro-s-indacen-4-yl)carbamoyl)ethene-1-sulfonimidamide C(#N)N=S(=O)(NC(NC1=C2CCCC2=CC=2CC=CC12)=O)\C=C\[C@@]1(N(CCC1)C)C